triethyl-(methoxymethyl)phosphonium hydrofluoride F.C(C)[P+](COC)(CC)CC